4-(6-((3R,4S)-4-amino-3-hydroxypiperidin-1-yl)pyridin-3-yl)-2-(1-methyl-1H-pyrazol-4-yl)-1-p-toluenesulfonyl-1H-pyrrolo[2,3-b]pyridine-5-carbonitrile N[C@@H]1[C@@H](CN(CC1)C1=CC=C(C=N1)C1=C2C(=NC=C1C#N)N(C(=C2)C=2C=NN(C2)C)S(=O)(=O)C2=CC=C(C)C=C2)O